tert-butyl N-[(3-methyl-1-oxo-1,3-dihydro-2-benzofuran-5-yl)methyl]carbamate CC1OC(C2=C1C=C(C=C2)CNC(OC(C)(C)C)=O)=O